2,2'-Bis-(2,3,4,5,6-pentafluorophenyl)-4,4',5,5'-tetrakis-(3-methoxyphenyl)-biimidazole FC1=C(C(=C(C(=C1F)F)F)F)C1(N=C(C(=N1)C1=CC(=CC=C1)OC)C1=CC(=CC=C1)OC)C1(N=C(C(=N1)C1=CC(=CC=C1)OC)C1=CC(=CC=C1)OC)C1=C(C(=C(C(=C1F)F)F)F)F